N-((4-(4-Amino-6-ethynyl-5-(quinolin-3-yl)-7H-pyrrolo[2,3-d]pyrimidin-7-yl)bicyclo-[2.2.1]heptan-1-yl)methyl)-5-chloropyrazine-2-carboxamide NC=1C2=C(N=CN1)N(C(=C2C=2C=NC1=CC=CC=C1C2)C#C)C21CCC(CC2)(C1)CNC(=O)C1=NC=C(N=C1)Cl